NC=1C2=C(N=CN1)N(C(=C2C2=CC=C(C=C2)OC2=NC=CC(=N2)C)C=2N(C1=C(N(CCC1)C(C=C)=O)N2)C)C 1-(2-(4-amino-7-methyl-5-(4-((4-methylpyrimidin-2-yl)oxy)phenyl)-7H-pyrrolo[2,3-d]pyrimidin-6-yl)-1-methyl-1,5,6,7-tetrahydro-4H-imidazo[4,5-b]pyridin-4-yl)prop-2-en-1-one